N-(3-(5-chloro-2-methoxyphenyl)-1-((5-oxo-1-((5-oxopyrrolidin-2-yl)methyl)pyrrolidin-2-yl)methyl)-1H-pyrazol-4-yl)pyrazolo[1,5-a]pyrimidine-3-carboxamide ClC=1C=CC(=C(C1)C1=NN(C=C1NC(=O)C=1C=NN2C1N=CC=C2)CC2N(C(CC2)=O)CC2NC(CC2)=O)OC